2-thia-7-azaspiro[3.5]nonane 2,2-dioxide C1S(CC12CCNCC2)(=O)=O